benzyl (2-(1-methyl-3-(6-(6-methylpyridin-3-yl)-3-neopentyl-4-oxo-3,4-dihydroquinazolin-2-yl)piperidin-2-yl)ethyl)carbamate CN1C(C(CCC1)C1=NC2=CC=C(C=C2C(N1CC(C)(C)C)=O)C=1C=NC(=CC1)C)CCNC(OCC1=CC=CC=C1)=O